FC1=CC=C(COC2=CC=CC3=C2C(=NO3)NC=3C=NC=CC3)C=C1 4-(4-fluorobenzyloxy)-3-(pyridin-3-ylamino)benzo[d]isoxazole